[N+](=O)([O-])CC1(CCCCC1)NCC(=O)OC methyl (1-(nitromethyl)cyclohexyl)glycinate